FC=1C(=NC=CC1)NC1[C@H]2CN(C[C@@H]1CC2)C2=NN=C(S2)C=2C(=CC(=NC2)C2=CC=C1N2N=CC(=C1)C#N)NC(C)C 7-(5-(5-((1R,5S,8s)-8-((3-fluoropyridin-2-yl)amino)-3-azabicyclo[3.2.1]oct-3-yl)-1,3,4-thiadiazol-2-yl)-4-(isopropylamino)pyridin-2-yl)pyrrolo[1,2-b]pyridazine-3-carbonitrile